BrC=1C=C(C=C(C1)C(F)F)N1N=CC(=C1)CC(=O)OC Methyl 2-{1-[3-bromo-5-(difluoromethyl)phenyl]pyrazol-4-yl}acetate